FC=1C=CC(=C(C(=O)N)C1)O[C@H](C(F)(F)F)C 5-fluoro-2-{[(2S)-1,1,1-trifluoropropan-2-yl]oxy}benzamide